N12NCCC(C1)C2 diazabicyclo[3.1.1]heptane